2-(2-(1-(Cyclopropylsulfonyl)-1H-pyrazol-4-yl)pyrimidin-4-yl)-5-((1-(2,2-difluoroethyl)-1H-pyrazol-4-yl)ethynyl)-N4-(4-((dimethylamino)methyl)benzyl)pyridine-2,4-diamine C1(CC1)S(=O)(=O)N1N=CC(=C1)C1=NC=CC(=N1)C1(NC=C(C(=C1)NCC1=CC=C(C=C1)CN(C)C)C#CC=1C=NN(C1)CC(F)F)N